2-[3-(3,5-difluorophenyl)ureido]-N-ethylbenzamide FC=1C=C(C=C(C1)F)NC(NC1=C(C(=O)NCC)C=CC=C1)=O